C(=O)C1CCN(CC1)C1=CC=C(N=N1)C(=O)OC(C)(C)C tert-butyl 6-(4-formylpiperidin-1-yl)pyridazine-3-carboxylate